FC1=C(C(=C(C=C1)C1=C(O[C@]([C@H]1C)(C(F)(F)F)C)C(=O)OCC)OC)C |r| ethyl rac-(4S,5R)-3-(4-fluoro-2-methoxy-3-methylphenyl)-4,5-dimethyl-5-(trifluoromethyl)-4,5-dihydrofuran-2-carboxylate